BrC1=CC=CC=2C3=C(CN(C12)C)C(NN3COCC[Si](C)(C)C)=O 6-bromo-5-methyl-1-((2-(trimethylsilyl)ethoxy)methyl)-4,5-dihydro-1H-pyrazolo[4,3-c]quinolone